(R)-N-((S)-1-(2,4-difluorophenyl)ethyl)-2-(6-fluoro-2,4-dioxo-1,4-dihydroquinazolin-3(2H)-yl)propanamide FC1=C(C=CC(=C1)F)[C@H](C)NC([C@@H](C)N1C(NC2=CC=C(C=C2C1=O)F)=O)=O